Cl.FC(C(=O)N(C)[C@H]1C[C@H](NCC1)C1=CC(=CC=C1)F)(F)F 2,2,2-Trifluoro-N-((2S,4R)-2-(3-fluorophenyl)piperidin-4-yl)-N-methylacetamide hydrochloride